COCCC(C)(S)C 4-methoxy-2-methylbutane-2-thiol